FC(OC1=CC=C(C=C1)C=1C(C(=CN2C1N=C(C=C2)NCC(F)(F)F)C2=CC1=C3N(N=C1C=C2)CC(NC32CC2)=O)=O)F 9'-{9-[4-(difluoromethoxy)phenyl]-8-oxo-2-[(2,2,2-trifluoroethyl)amino]pyrido[1,2-a]pyrimidin-7-yl}-2',4'-dihydrospiro[cyclopropane-1,1'-pyrazino[1,2-b]indazol]-3'-one